COCC1(C2=CC=CC=C2C=2C=CC=CC12)COC 9,9-di(methoxymethyl)fluorene